2,2,2-trifluoro-1-phenylethanol FC(C(O)C1=CC=CC=C1)(F)F